di(n-butyl)tin oxide C(CCC)[Sn](CCCC)=O